N1C=C(C2=CC=CC=C12)CCC(=O)O[C@H]1COC([C@@H]([C@H]1OC(CCC1=CNC2=CC=CC=C12)=O)OC(CCC1=CNC2=CC=CC=C12)=O)OC(CCC1=CNC2=CC=CC=C12)=O [(3S,4S,5R)-4,5,6-tris[3-(1H-indol-3-yl)propanoyloxy]tetrahydropyran-3-yl] 3-(1H-indol-3-yl)propanoate